FC1=NC(=CC=C1C=1CCNCC1)C(=O)NC1CC(C1)F 2-fluoro-N-(3-fluorocyclobutyl)-1',2',3',6'-tetrahydro-[3,4'-bipyridine]-6-carboxamide